C1(CC1)C1=CC=C2C(=C(C(N(C2=C1)C)=O)C#N)N1CCC(CC1)(C=1OC2=C(N1)C=C(C=C2)C)C 7-Cyclopropyl-1-methyl-4-[4-methyl-4-(5-methyl-1,3-benzooxazol-2-yl)piperidin-1-yl]-2-oxo-1,2-dihydro-quinoline-3-carbonitrile